FC1(CCC(CC1)C1=C(C=C(C=N1)CN1C=NC(=C1)C(=O)OCC)F)F ethyl 1-[[6-(4,4-difluorocyclohexyl)-5-fluoropyridin-3-yl]methyl]imidazole-4-carboxylate